OC1=CC(=CC2=C1N(N=N2)C)C(CC(=O)O)C2=CC(=C(C=C2)C)CN2S(C1=C(O[C@@H](C2)C)C=CC=C1)(=O)=O 3-(7-hydroxy-1-methyl-1H-benzo[d][1,2,3]triazol-5-yl)-3-(4-methyl-3-(((R)-4-methyl-1,1-dioxido-3,4-dihydro-2H-benzo[b][1,4,5]oxathiazepin-2-yl)methyl)phenyl)propanoic acid